8-bromo-2-(4-bromophenyl)-[1,2,4]triazolo[1,5-a]pyridine BrC=1C=2N(C=CC1)N=C(N2)C2=CC=C(C=C2)Br